N-((1-((2-(3,5-dichlorophenyl)-6-((5-fluoro-6-(piperazin-1-yl)pyridin-3-yl)oxy)pyridin-4-yl)methyl)piperidin-4-yl)methyl)acetamide ClC=1C=C(C=C(C1)Cl)C1=NC(=CC(=C1)CN1CCC(CC1)CNC(C)=O)OC=1C=NC(=C(C1)F)N1CCNCC1